N-[tris(3-acrylamidopropoxymethyl)methyl]acrylamide tert-butyl-7-bromo-2-naphthoate C(C)(C)(C)OC(=O)C1=CC2=CC(=CC=C2C=C1)Br.C(C=C)(=O)NCCCOCC(NC(C=C)=O)(COCCCNC(C=C)=O)COCCCNC(C=C)=O